C1=CC=CC=2C3=CC=CC=C3C(C12)COC(=O)NC(C(=O)[O-])CC1=CC=C(C=C1)OC(F)(F)F 2-((((9H-fluoren-9-yl)methoxy)carbonyl)amino)-3-(4-(trifluoromethoxy)phenyl)propanoate